4-ethynylthieno[3,2-d]pyrimidin-2-amine C(#C)C=1C2=C(N=C(N1)N)C=CS2